2-((2-cyclohexylethylamino)methyl)phenylboronic acid C1(CCCCC1)CCNCC1=C(C=CC=C1)B(O)O